C(C)(C)(C)OC(=O)N1CC2(C1)OCC(CC2)F 7-fluoro-5-oxa-2-azaspiro[3.5]Nonane-2-carboxylic acid tert-butyl ester